CCCCCCCCCCCCCCCCC(=O)O[C@H](COC(=O)CCCCCCCCCCC)COP(=O)(O)OC[C@H](CO)O 1-dodecanoyl-2-heptadecanoyl-glycero-3-phospho-(1'-sn-glycerol)